FC1(OC(=C(O1)F)OC(F)(F)F)F 2,2,4-trifluoro-5-trifluoromethoxy-1,3-dioxol